C(#N)C=1C=NN2C1C(=CC(=C2)C=2C=NN(C2)C)C=2C=CC(=NC2)N2C[C@@H]1C([C@@H]1C2)CNC(C2=NC=CC(=C2)OC)=O N-(((1R,5S,6s)-3-(5-(3-cyano-6-(1-methyl-1H-pyrazol-4-yl)pyrazolo[1,5-a]pyridin-4-yl)pyridin-2-yl)-3-azabicyclo[3.1.0]hexan-6-yl)methyl)-4-methoxypicolinamide